ClC1=C(C=C(CN(C2(CCN(CC2)C(=O)N2N=C(C=C2)C(=O)O)C)C)C=C1)N1CCCC1 1-(4-((4-chloro-3-(pyrrolidin-1-yl)benzyl)(methyl)amino)-4-methylpiperidine-1-carbonyl)-1H-pyrazole-3-carboxylic acid